(2-(3-Fluoropyridin-2-yl)indolizin-1-yl)((3aR,6aS)-5-(4-methylpyrrolo[2,1-f][1,2,4]triazin-2-yl)hexahydropyrrolo[3,4-c]pyrrol-2(1H)-yl)methanone FC=1C(=NC=CC1)C=1C(=C2C=CC=CN2C1)C(=O)N1C[C@@H]2CN(C[C@@H]2C1)C1=NN2C(C(=N1)C)=CC=C2